[Na].OC1=C(C=C(CNC(C2=C(C=C(C=C2)O)O)=O)C=C1)OC 2,4-dihydroxybenzoic acid-N-(4-hydroxy-3-methoxybenzyl) amide-monosodium salt